5-((((3S,4S)-8-(6-amino-5-((2-aminopyridin-4-yl)thio)pyrazin-2-yl)-3-methyl-2-oxa-8-azaspiro[4.5]decan-4-yl)amino)methyl)-2-(2,6-dioxopiperidin-3-yl)isoindoline-1,3-dione NC1=C(N=CC(=N1)N1CCC2([C@@H]([C@@H](OC2)C)NCC=2C=C3C(N(C(C3=CC2)=O)C2C(NC(CC2)=O)=O)=O)CC1)SC1=CC(=NC=C1)N